FC(C=1C=CC(=NC1)OC1CNC1)(F)F 3-((5-(trifluoromethyl)pyridin-2-yl)oxy)azetidine